Cl.NCC=1C(NC(=CC1SC)C)=O 3-(aminomethyl)-6-methyl-4-(methylsulfanyl)-1,2-dihydropyridin-2-one hydrochloride